Cl.ClC=1C=C(O[C@H]2CN(CC2)C2(CCC2)C(=O)N[C@@H](C)C2=CC=C(C(=O)O)C=C2)C=CC1 4-[(1S)-1-[[1-[(3R)-3-(3-Chlorophenoxy)pyrrolidin-1-yl]cyclobutane-1-carbonyl]amino]ethyl]benzoic acid, hydrochloride